trimethoxysilane trimethacrylate C(C(=C)C)(=O)O.C(C(=C)C)(=O)O.C(C(=C)C)(=O)O.CO[SiH](OC)OC